(3R)-4-[6-chloro-4-(methylsulfonylmethyl)pyridin-2-yl]-3-methylmorpholine ClC1=CC(=CC(=N1)N1[C@@H](COCC1)C)CS(=O)(=O)C